1-[[(1R,3S)-3-hydroxy-3-(trifluoromethyl)cyclohexyl]methyl]-3,7-dimethylpurine-2,6-dione O[C@@]1(C[C@@H](CCC1)CN1C(N(C=2N=CN(C2C1=O)C)C)=O)C(F)(F)F